[Zn].CC=1NC=CN1 2-methylimidazol zinc salt